tert-butyl 4-cyano-4-(4-fluorobenzyl)piperidine-1-carboxylate C(#N)C1(CCN(CC1)C(=O)OC(C)(C)C)CC1=CC=C(C=C1)F